[(3,7-dimethyl-6-octenyl)-oxy]-acetaldehyde CC(CCOCC=O)CCC=C(C)C